1-(6-(3,5-dichloro-4-hydroxyphenyl)-4-(4-(pyrrolidin-1-ylmethyl)phenylamino)-1,5-naphthyridin-3-yl)ethanone ClC=1C=C(C=C(C1O)Cl)C=1N=C2C(=C(C=NC2=CC1)C(C)=O)NC1=CC=C(C=C1)CN1CCCC1